C(C)(C)(C)OC(=O)N1C2CCC2N(CC1)C=1C=NC(=CC1)C(NC1CC1)=O 5-(6-(cyclopropylcarbamoyl)pyridin-3-yl)-2,5-diazabicyclo[4.2.0]octane-2-carboxylic acid tert-butyl ester